3,8-Dioxa-4,7-disiladecan-5-amine CCO[SiH2]C(C[SiH2]OCC)N